BrC1=C2CCN([C@@H](C2=CC=C1)C(NC1=CC=C(C=C1)C(=O)OCC)=O)C(=O)OCC1=CC=CC=C1 benzyl (S)-5-bromo-1-((4-(ethoxycarbonyl) phenyl) carbamoyl)-3,4-dihydroisoquinoline-2(1H)-carboxylate